CN1CCN(CC1)C(=O)C1=CC=C(C=C1)C1=NN2C(S1)=NC=C2C=2C=NC(=CC2)C(F)(F)F (4-methylpiperazin-1-yl)(4-(5-(6-(trifluoromethyl)pyridin-3-yl)imidazo[2,1-b][1,3,4]thiadiazol-2-yl)phenyl)methanone